C(CCC)N1C(=NC2=C1C=CC=C2)NCC=2C=CC=1N(C3=CC=CC=C3C1C2)CC 1-butyl-N-((9-ethyl-9H-carbazol-3-yl)methyl)-1H-benzo[d]imidazol-2-amine